2-(1-hydroxyethyl)-3-(1H-benzimidazol-5-yl)-5-propylbenzonitrile OC(C)C1=C(C#N)C=C(C=C1C1=CC2=C(NC=N2)C=C1)CCC